isopropyl (R)-4-((1-acryloylpiperidin-3-yl)amino)-1H-pyrrolo[2,3-b]pyridine-5-carboxylate C(C=C)(=O)N1C[C@@H](CCC1)NC1=C2C(=NC=C1C(=O)OC(C)C)NC=C2